hydroxy-P-tert-butylbenzylphosphinic acid OC(C1=CC=CC=C1)P(O)(=O)C(C)(C)C